3-(5-(7H-pyrrolo[2,3-d]pyrimidin-4-yl)pyridin-2-yl)-6-(pyridin-2-ylmethyl)-3,6-diazabicyclo[3.1.1]heptane N1=CN=C(C2=C1NC=C2)C=2C=CC(=NC2)N2CC1N(C(C2)C1)CC1=NC=CC=C1